N-((3R,4S)-3-hydroxytetrahydro-2H-pyran-4-yl)-7-(4-(1-methyl-1H-imidazol-4-yl)benzyl)-2,3-dihydrofuro[3,2-b]pyridine-5-carboxamide O[C@H]1COCC[C@@H]1NC(=O)C1=CC(=C2C(=N1)CCO2)CC2=CC=C(C=C2)C=2N=CN(C2)C